deoxypinacol C(C)(C)C(C)(C)O